C(C)OP(O)(=O)C1=C(C=C(C(=C1)O)P(O)(=O)O)O 2,5-dihydroxy-1,4-benzenediphosphonic acid ethyl ester